NC1=C2N=C(N(C2=NC(=N1)OCCCC)CC1=C(C=C(C=C1)CCN1CCNCC1)OC)O 6-amino-2-butoxy-9-(2-methoxy-4-(2-(piperazin-1-yl)ethyl)benzyl)-9H-purin-8-ol